CS(=O)(=O)N1C=C(C=C1)C(=O)NC(C(NC=1SC=C(N1)C1=CC(=CC=C1)C1=CC=NC=C1)=O)CCSC 1-(methylsulfonyl)-N-(4-(methylthio)-1-oxo-1-((4-(3-(pyridin-4-yl)phenyl)thiazol-2-yl)amino)butan-2-yl)-1H-pyrrole-3-carboxamide